FC(S(=O)(=O)O)(F)F.C(=C)N1CN(C=C1)CCCC 1-vinyl-3-butylimidazole trifluoromethanesulfonate